FC1(CC(C1)(C(=O)NC=1C=CC(=NC1)C=1N=NN(C1NC(O[C@H](C)C=1C(=NC=CC1)Cl)=O)C)C)F (R)-1-(2-chloropyridin-3-yl)ethyl (4-(5-(3,3-difluoro-1-methylcyclobutane-1-carboxamido)pyridin-2-yl)-1-methyl-1H-1,2,3-triazol-5-yl)carbamate